FC1(CC(C1)CC1NC(N(C1=O)C1CC2(CC(C2)OC2=NC=CC=C2C(=O)N)C1)=O)F 2-{[(αR)-6-{4-[(3,3-difluorocyclobutyl)methyl]-2,5-dioxoimidazolidin-1-yl}spiro[3.3]-heptan-2-yl]oxy}-pyridine-3-carboxamide